(3H-2,1-benzoxathiol) 1,1-dioxide S1(OCC2=C1C=CC=C2)(=O)=O